N1=C(N=C(N=C1NC1=C(C(=O)[O-])C=CC=C1)NC1=C(C(=O)[O-])C=CC=C1)NC1=C(C(=O)[O-])C=CC=C1 4''-(1,3,5-triazine-2,4,6-triyltriimino)-tris-benzoate